7-chloro-5-oxo-2,3,4,5-tetrahydrothieno[3,2-b]pyridine-6-carboxylic acid methyl ester COC(=O)C1=C(C2=C(NC1=O)CCS2)Cl